(1S,2S,6R)-2-((tert-butoxycarbonyl)amino)-6-(2-(2-fluorophenyl)-6-(1-((2-(trimethylsilyl)ethoxy)methyl)-1H-1,2,4-triazol-3-yl)-1H-benzo[d]imidazol-1-yl)cyclohexyl methanesulfonate CS(=O)(=O)O[C@H]1[C@H](CCC[C@H]1N1C(=NC2=C1C=C(C=C2)C2=NN(C=N2)COCC[Si](C)(C)C)C2=C(C=CC=C2)F)NC(=O)OC(C)(C)C